Bicyclo[2.2.1]hept-5-en-2-yl(4,4-bis(hydroxymethyl)piperidin-1-yl)methanone C12C(CC(C=C1)C2)C(=O)N2CCC(CC2)(CO)CO